N-((S)-(4,4-Difluorocyclohexyl)(6-((R)-1-(4,4,4-trifluorobutanamido)ethyl)-1H-benzo[d]imidazol-2-yl)methyl)-2-(3,3-dimethylbutyl)-2H-1,2,3-triazole-4-carboxamide FC1(CCC(CC1)[C@H](NC(=O)C1=NN(N=C1)CCC(C)(C)C)C1=NC2=C(N1)C=C(C=C2)[C@@H](C)NC(CCC(F)(F)F)=O)F